FC(C1=CC2=C(N=C(N=C2)NC2CCN(CC2)S(=O)(=O)C)N(C1=O)[C@H]1[C@](CCC1)(C)O)F 6-(difluoromethyl)-8-((1r,2r)-2-hydroxy-2-methylcyclopentyl)-2-(1-(methylsulfonyl)piperidin-4-ylamino)pyrido[2,3-d]pyrimidin-7(8H)-one